ClC=1C=C(OC2=C(N=CN(C2=O)CC2=CC(=NNC2=O)C2=CC(=C(C#N)C=C2)F)C(F)(F)F)C=C(C1)C#N 4-(5-((5-(3-chloro-5-cyanophenoxy)-6-oxo-4-(trifluoromethyl)pyrimidin-1(6H)-yl)methyl)-6-oxo-1,6-dihydropyridazin-3-yl)-2-fluorobenzonitrile